(2-formyl-4-phenyl-phenyl) trifluoromethanesulfonate FC(S(=O)(=O)OC1=C(C=C(C=C1)C1=CC=CC=C1)C=O)(F)F